C1=C2C3=C(NC2=CC=C1S(=O)(=O)NC1=CC=C(C(=O)OCC)C=C1)CCCCCC3 ethyl 4-(6,7,8,9,10,11-hexahydro-5H-cycloocta[b]indole-2-sulfonamido)benzoate